3-(6-bromopyridin-3-yl)-1-(2-methoxyethyl)imidazolidine-2,4-dione BrC1=CC=C(C=N1)N1C(N(CC1=O)CCOC)=O